C(C)(C)(C)OC(=O)N1CC2=C(N=C(N=C2O)Cl)CC1.FS(F)(F)(F)F pentafluoroSulfane tert-butyl-2-chloro-4-hydroxy-7,8-dihydropyrido[4,3-d]pyrimidine-6(5H)-carboxylate